FC1(CC2(C1)C[C@@H](N(CC2)CC2=C1C=CN(C1=C(C=C2OC)C)C(=O)OC(C)(C)C)C=2C=NC(=CC2)C(=O)OC)F |r| Racemic-tert-butyl 4-((2,2-difluoro-6-(6-(methoxycarbonyl)pyridin-3-yl)-7-azaspiro[3.5]nonan-7-yl)methyl)-5-methoxy-7-methyl-1H-indole-1-carboxylate